2-[7-[[5-(trifluoromethyl)-2-pyridinyl]methyl]-2,7-diazaspiro[3.5]nonane-2-carbonyl]-7-oxa-2,5-diazaspiro[3.4]octan-6-one FC(C=1C=CC(=NC1)CN1CCC2(CN(C2)C(=O)N2CC3(C2)NC(OC3)=O)CC1)(F)F